ClC=1C=C(C=CC1Cl)C=1N(C(=CC(C1C(=O)OCC)=O)CN1C=NC=C1C(F)(F)F)CC ethyl 2-(3,4-dichlorophenyl)-1-ethyl-4-oxo-6-[[5-(trifluoromethyl)imidazol-1-yl]methyl]pyridine-3-carboxylate